C1(CCC1)NCCCS(=O)(=O)O 3-cyclobutylaminopropane-1-sulfonic acid